S1C(=NC2=C1C=CC=C2)CN2CCN(CC2)C2=C(C#N)C=C(C(=C2)CC(C)C)C 2-(4-(benzo[d]thiazol-2-ylmethyl)piperazin-1-yl)-4-isobutyl-5-methylbenzonitrile